(3S,4R,5R)-1-(((R)-1-(5-(trifluoromethyl)pyridin-2-yl)piperidin-3-yl)methyl)piperidine-3,4,5-triol FC(C=1C=CC(=NC1)N1C[C@H](CCC1)CN1C[C@@H](C([C@@H](C1)O)O)O)(F)F